ribo-hexulose OCC(=O)[C@H](O)[C@H](O)[C@H](O)CO